C(=O)(O)C=1C(=C(C(=O)O)C=CC1)C(=O)O dicarboxybenzoic acid